C1(CC1)N(C(=O)C=1C(=NN(C1F)C)C(F)F)CC1=C(C=CC(=C1)F)C1CC1 N-Cyclopropyl-N-(2-cyclopropyl-5-fluorobenzyl)-3-(difluoromethyl)-5-fluoro-1-methyl-1H-pyrazol-4-carboxamid